C1=CC=CC=2C3=CC=CC=C3C(C12)COC(NC(CCCCCNC(=O)OCC1C2=CC=CC=C2C=2C=CC=CC12)(C(C)(C)C1=CC=C(C=C1)C)C(C)(C1=CC=C(C=C1)C)C)=O bis[1-methyl-1-(4-methylphenyl)ethyl]1,6-hexanedicarbamic acid bis(9-fluorenylmethyl) ester